ClC1=NC2=CC=CN=C2C(=C1)CO (2-chloro-1,5-naphthyridin-4-yl)methanol